COC=1C=C(C=C(C1)C1CCOCC1)NC(=O)C=1C=NN2C1N=C(C=C2)NC2=CC(=CC=C2)C2=NN(C=N2)C N-(3-methoxy-5-(tetrahydro-2H-pyran-4-yl)phenyl)-5-((3-(1-methyl-1H-1,2,4-triazol-3-yl)phenyl)amino)pyrazolo[1,5-a]pyrimidine-3-carboxamide